benzylidene-bornan-2-one methyl-sulfate COS(=O)(=O)O.C(C1=CC=CC=C1)=C1C(C2(CCC1C2(C)C)C)=O